(4-((5-chloro-4-(1-methyl-1H-pyrazol-4-yl)pyrimidin-2-yl)amino)-3-methoxyphenyl)(4-(4-methylpiperazin-1-yl)piperidin-1-yl)methanone ClC=1C(=NC(=NC1)NC1=C(C=C(C=C1)C(=O)N1CCC(CC1)N1CCN(CC1)C)OC)C=1C=NN(C1)C